(4-(6,7-Dimethoxyquinazolin-4-yl)cyclohexyl)methanol COC=1C=C2C(=NC=NC2=CC1OC)C1CCC(CC1)CO